tert-butyl (3-(3-(4-acetamidomethylphenyl)isoxazol-5-yl)-5-bromopyrazin-2-yl)(tert-butoxycarbonyl)carbamate C(C)(=O)NCC1=CC=C(C=C1)C1=NOC(=C1)C=1C(=NC=C(N1)Br)N(C(OC(C)(C)C)=O)C(=O)OC(C)(C)C